7-(3-Amino-8-ethyl-7-fluoronaphthalen-1-yl)-6,8-difluoro-2-(((2R,7aS)-2-fluorotetrahydro-1H-pyrrolizin-7a(5H)-yl)methoxy)quinazolin-4-ol NC=1C=C(C2=C(C(=CC=C2C1)F)CC)C1=C(C=C2C(=NC(=NC2=C1F)OC[C@]12CCCN2C[C@@H](C1)F)O)F